N-(2-chloro-4-(3,4-dihydro-2H-pyran-6-yl)pyridin-3-yl)-2-isopropylpyrimidine-5-carboxamide ClC1=NC=CC(=C1NC(=O)C=1C=NC(=NC1)C(C)C)C1=CCCCO1